NC=1C2=C(N=CN1)SC(=N2)C=2C=C(C=NO)C=CC2C 3-(7-aminothiazolo[5,4-d]pyrimidin-2-yl)-4-methylbenzaldehyde oxime